5-[N'-(4-methoxy-2,3,6-trimethylbenzenesulfonyl)guanidino]pentanoic acid COC1=C(C(=C(C(=C1)C)S(=O)(=O)N=C(NCCCCC(=O)O)N)C)C